(2,6-dioxo-3-piperidinyl)-5-[4-[[1-(piperidine-4-carbonyl)-4-piperidinyl]methyl]-1-piperidinyl]isoindoline-1,3-dione O=C1NC(CCC1N1C(C2=CC=C(C=C2C1=O)N1CCC(CC1)CC1CCN(CC1)C(=O)C1CCNCC1)=O)=O